FC=1C(=NC=C(C1)F)NC1=NC=C2C(=N1)NN=C2 6-((3,5-difluoropyridin-2-yl)amino)-1H-pyrazolo[3,4-d]pyrimidine